(E)-2-(4-fluoro-3-hydroxystyryl)-3-hydroxy-6-(hydroxymethyl)-4H-pyran-4-one FC1=C(C=C(/C=C/C=2OC(=CC(C2O)=O)CO)C=C1)O